(2R,4S)-4-((tert-butyldimethylsilyl)oxy)-1-(6-((1S,2S)-2-(3-chlorophenyl)cyclopropane-1-carboxamido)pyrimidin-4-yl)-N-(4-cyclopropylphenyl)-N-methylpyrrolidine-2-carboxamide [Si](C)(C)(C(C)(C)C)O[C@H]1C[C@@H](N(C1)C1=NC=NC(=C1)NC(=O)[C@@H]1[C@H](C1)C1=CC(=CC=C1)Cl)C(=O)N(C)C1=CC=C(C=C1)C1CC1